ethyl 5-bromo-1-(4-chlorophenyl)-1H-pyrazole-4-carboxylate BrC1=C(C=NN1C1=CC=C(C=C1)Cl)C(=O)OCC